C(#N)[C@H](CC1=CC=C(C=C1)C=1C=CC2=C(N(C(O2)=O)C)C1)NC(=O)C1CN(CC12CCC2)C(=O)OC(C)(C)C tert-butyl 8-{[(1S)-1-cyano-2-[4-(3-methyl-2-oxo-2,3-dihydro-1,3-benzoxazol-5-yl)phenyl]ethyl]carbamoyl}-6-azaspiro[3.4]octane-6-carboxylate